[4-[3-(3-chlorophenyl)-1,5-dimethyl-2,4-dioxo-quinazoline-6-carbonyl]-2,5-dimethyl-pyrazol-3-yl] N,N-diethylcarbamate C(C)N(C(OC=1N(N=C(C1C(=O)C=1C(=C2C(N(C(N(C2=CC1)C)=O)C1=CC(=CC=C1)Cl)=O)C)C)C)=O)CC